cis-2,6-dimethyl-4-phenylmorpholine C[C@@H]1CN(C[C@@H](O1)C)C1=CC=CC=C1